ClC1=C(C=CC=C1C1=C(C(=NC=C1)Cl)Cl)C1=CC=C(C(=N1)OC)CNC1CCOCC1 N-[[6-[2-chloro-3-(2,3-dichloro-4-pyridyl)phenyl]-2-methoxy-3-pyridyl]methyl]tetrahydropyran-4-amine